N5-(2-(4-methylpiperazin-1-yl)ethyl)pyridine-2,5-diamine CN1CCN(CC1)CCNC=1C=CC(=NC1)N